5-hydroxyhexahydro-dihydrocyclopenta[c]pyrrole OC1CC2C(CNC2)C1